[4-[3-methyl-4-([1,2,4]triazolo[1,5-a]pyridin-7-yloxy)anilino]-6-nitro-quinazolin-7-yl] trifluoromethanesulfonate FC(S(=O)(=O)OC1=C(C=C2C(=NC=NC2=C1)NC1=CC(=C(C=C1)OC1=CC=2N(C=C1)N=CN2)C)[N+](=O)[O-])(F)F